2,4-dimethoxy-6-benzyloxybenzoic acid benzyl ester C(C1=CC=CC=C1)OC(C1=C(C=C(C=C1OCC1=CC=CC=C1)OC)OC)=O